CNC(=O)NCC1=CC(=C(C(=C1)F)F)F 1-methyl-3-(3,4,5-trifluorobenzyl)urea